C(C)(C)(C)OC(=O)N[C@@H](CCC(=O)OC(C)(C)C)C(=O)OCCl 5-(tert-butyl) 1-(chloromethyl) (tert-butoxycarbonyl)-L-glutamate